CN(\C=N\C1=NC=C(C(=C1)C)[N+](=O)[O-])C (E)-N,N-dimethyl-N'-(4-methyl-5-nitropyridin-2-yl)formimidamide